C(C)NC1C2CCC(C1C1=CC=CC=C1)C2 N-ETHYL-(3-PHENYL-BICYCLO[2.2.1]HEPT-2-YL)-AMINE